7-(1-(3-((2-(2,6-dioxopiperidin-3-yl)-1-oxoisoindolin-4-yl)thio)propionyl)piperidin-4-yl)-2-(4-phenoxyphenyl)-4,5,6,7-tetrahydropyrazolo[1,5-a]pyrimidine-3-carboxamide O=C1NC(CCC1N1C(C2=CC=CC(=C2C1)SCCC(=O)N1CCC(CC1)C1CCNC=2N1N=C(C2C(=O)N)C2=CC=C(C=C2)OC2=CC=CC=C2)=O)=O